2-(2,2,2-Trifluoroacetylamino)-5,6-dihydro-4H-cyclopenta[b]thiophen FC(C(=O)NC1=CC2=C(S1)CCC2)(F)F